FC1=C(C(=CC=C1)OC)C=1C=NC=CC1C(=O)O 3-(2-fluoro-6-methoxyphenyl)pyridine-4-carboxylic acid